Methyl 3-[5-benzyloxy-1-(4-fluoro-3-methyl-phenyl)-2-tetrahydropyran-4-yl-indol-3-yl]-1-formyl-cyclobutanecarboxylate C(C1=CC=CC=C1)OC=1C=C2C(=C(N(C2=CC1)C1=CC(=C(C=C1)F)C)C1CCOCC1)C1CC(C1)(C(=O)OC)C=O